ClC=1C(=NC(=NC1)N1CCN(CC1)CC(=O)NC=1C=CC=C2C(=NN(C12)C)C1C(NC(CC1)=O)=O)NC=1C=C2C=C(C(N(C2=CC1)C)=O)OCC(=O)NC 2-[4-[5-chloro-4-[[1-methyl-3-[2-(methylamino)-2-oxo-ethoxy]-2-oxo-6-quinolyl]amino]pyrimidin-2-yl]piperazin-1-yl]-N-[3-(2,6-dioxo-3-piperidyl)-1-methyl-indazol-7-yl]acetamide